methyl (S)-3-hydroxybutyrate O[C@H](CC(=O)OC)C